C1(CC1)NC(=O)C1=CC(=NN1)C(=O)NC N5-Cyclopropyl-N3-methyl-1H-pyrazole-3,5-dicarboxamide